2-[1H-benzimidazol-2-yl-(5-fluoro-2-hydroxy-phenyl)methyl]-6-[4-(1-methyl-4-piperidinyl)phenyl]isoindolin-1-one N1C(=NC2=C1C=CC=C2)C(N2C(C1=CC(=CC=C1C2)C2=CC=C(C=C2)C2CCN(CC2)C)=O)C2=C(C=CC(=C2)F)O